1-(4-bromo-1H-indol-1-yl)ethanone BrC1=C2C=CN(C2=CC=C1)C(C)=O